4-(3,3-dimethylpyrrolidin-1-yl)aniline CC1(CN(CC1)C1=CC=C(N)C=C1)C